N1CC(C1)OC1CCN(CC1)C(=O)OCC1=CC=CC=C1 benzyl 4-(azetidin-3-yl oxy)piperidine-1-carboxylate